S-(3-((1-ethoxy-1-oxoeth-2-yl)oxy)-2-hydroxypropyl)-L-methionine sulfonium chloride [Cl-].[SH3+].C(C)OC(COCC(C[S+](CC[C@H](N)C(=O)O)C)O)=O.[Cl-]